CC1=CC2C(C=C1)S2 4-methylbenzene sulfide